tert-butyl (3S)-4-[7-(3-hydroxy-1-naphthyl)-2-[[(2S)-1-methylpyrrolidin-2-yl]methoxy]-5,6,7,8-tetrahydroquinazolin-4-yl]-3-methyl-piperazine-1-carboxylate OC=1C=C(C2=CC=CC=C2C1)C1CCC=2C(=NC(=NC2C1)OC[C@H]1N(CCC1)C)N1[C@H](CN(CC1)C(=O)OC(C)(C)C)C